[Na].C(C)(C)(C)OC(=O)N[C@@H]1C2=CC=CC=C2CC12CCN(CC2)C=2N=CC(=NC2)S (S)-5-(1-((tert-Butoxycarbonyl)amino)-1,3-dihydrospiro[indene-2,4'-piperidin]-1'-yl)pyrazine-2-thiol sodium